6-((3-(2-(methoxyimino)propanoyl)-3-azabicyclo[3.1.1]hept-6-yl)amino)pyrimidine-4-carboxylic acid CON=C(C(=O)N1CC2C(C(C1)C2)NC2=CC(=NC=N2)C(=O)O)C